(2R,4R)-1-(3-chloro-2-fluorobenzyl)-2-methyl-4-((6-((5-methyl-1H-pyrazol-3-yl)amino)-4-(trifluoromethoxy)pyridin-2-yl)methyl)piperidine-4-carboxylic acid ClC=1C(=C(CN2[C@@H](C[C@@](CC2)(C(=O)O)CC2=NC(=CC(=C2)OC(F)(F)F)NC2=NNC(=C2)C)C)C=CC1)F